C(C)(C)(C)OC(N(CC1=NC=C(C(=C1C)OC)C)C1=CC2=C(OCCO2)C(=C1)C1=CC(=NC=C1)Cl)=O (8-(2-Chloropyridin-4-yl)-2,3-dihydrobenzo[b][1,4]dioxin-6-yl)((4-methoxy-3,5-dimethyl-pyridin-2-yl)methyl)carbamic acid tert-butyl ester